ClC=1C(=NN2C1C(NC(=C2)C2=CC1=CC=CC=C1C=C2)=O)C(=O)O 3-Chloro-6-(naphthalen-2-yl)-4-oxo-4,5-dihydropyrazolo[1,5-a]pyrazine-2-carboxylic acid